tert-Butyl ((3S,4R)-4-((4-fluoro-3-(trifluoromethyl)phenyl)carbamoyl)tetrahydrofuran-3-yl)carbamate FC1=C(C=C(C=C1)NC(=O)[C@@H]1[C@@H](COC1)NC(OC(C)(C)C)=O)C(F)(F)F